5-methyl-N-(6-(morpholinomethyl)quinolin-2-yl)-1-(o-tolyl)-1H-1,2,3-triazole-4-carboxamide CC1=C(N=NN1C1=C(C=CC=C1)C)C(=O)NC1=NC2=CC=C(C=C2C=C1)CN1CCOCC1